1,2,5,6-hexane-tetracarboxylic acid C(C(CCC(CC(=O)O)C(=O)O)C(=O)O)C(=O)O